FC(C(=O)O)(F)F.C(#N)C=1C=C2C(=NC1)NC(=C2C=2C=CC(=C(C2)NC(C=C)=O)C)C2=CC=C(C=C2)N2CCN(CC2)C N-(5-(5-cyano-2-(4-(4-methylpiperazin-1-yl)phenyl)-1H-pyrrolo[2,3-b]pyridin-3-yl)-2-methylphenyl)acrylamide 2,2,2-trifluoroacetate